C(C)(C)(C)C1N(CCN(C1=O)C1=NNC(=C1)CCC(=O)NC)C(=O)OCC1(CC1)CN1CCC(CC1)OC(F)(F)F (1-((4-(trifluoromethoxy)piperidin-1-yl)methyl)cyclopropyl)methanol tert-butyl-4-[5-[3-(methylamino)-3-oxo-propyl]-1H-pyrazol-3-yl]-3-oxo-piperazine-1-carboxylate